calcium cyclopentyl phosphonate monohydrate O.P(OC1CCCC1)([O-])=O.[Ca+2].C1(CCCC1)OP([O-])=O